(R)-pyrrolin-2-yl-methanol N1C(=CCC1)CO